(2-{4-[(8E)-heptadec-8-en-1-yl]-5-heptadecyl-1,3-dioxolan-2-yl}ethyl)dimethylamine C(CCCCCC\C=C\CCCCCCCC)C1OC(OC1CCCCCCCCCCCCCCCCC)CCN(C)C